tert-Butyl-4-(chloromethyl)-3,6-dihydropyridine-1(2H)-carboxylate C(C)(C)(C)OC(=O)N1CCC(=CC1)CCl